methyl (S,E)-(7-amino-1-((1-((4-isopropoxy-1H-benzo[d]imidazol-2-yl)methyl)-2-oxo-1,2-dihydropyridin-3-yl)amino)-1,7-dioxohept-5-en-2-yl)carbamate NC(/C=C/CC[C@@H](C(=O)NC=1C(N(C=CC1)CC1=NC2=C(N1)C=CC=C2OC(C)C)=O)NC(OC)=O)=O